ClC1=NC=CC(=C1)C(CC(F)(F)F)O 1-(2-chloropyridin-4-yl)-3,3,3-trifluoropropan-1-ol